BrN1N=C(C(=C1)Br)[N+](=O)[O-] 1,4-dibromo-3-nitro-1H-pyrazole